C(C=C)(=O)N1C[C@@H]2COC3=C(C(N2CC1)=O)C(=NC(=C3F)C3=C(C=CC=C3O)F)N3C([C@@H](CC3)OC)(C)C (6aR)-8-acryloyl-1-((R)-3-methoxy-2,2-dimethylpyrrolidin-1-yl)-4-fluoro-3-(2-fluoro-6-hydroxyphenyl)-6,6a,7,8,9,10-hexahydro-12H-pyrazino[2,1-c]pyrido[3,4-f][1,4]oxazepin-12-one